1,3-dimethoxypyridin-2(1H)-one CON1C(C(=CC=C1)OC)=O